tert-butyl (4R)-1-(azetidin-1-ylmethyl)-6-azaspiro[3.4]octane-6-carboxylate N1(CCC1)CC1CC[C@]12CN(CC2)C(=O)OC(C)(C)C